tert-Butyl 4-((2-(4-hydroxyphenyl)-4-(2,2,2-trifluoroethyl)-1,4-diazepan-1-yl)methyl)-5-methoxy-7-methylindole-1-carboxylate OC1=CC=C(C=C1)C1N(CCCN(C1)CC(F)(F)F)CC1=C2C=CN(C2=C(C=C1OC)C)C(=O)OC(C)(C)C